CC(CC=O)C=CCCCCCCCC 3-methyltridec-4-enal